C(C)(C)(C)N1N=C(N=C1)C1=C(C=C(C=C1)C(=O)N1CCN(CC1)C=1OC=2C(=NC(=CC2)Cl)N1)F [4-(1-tert-butyl-1,2,4-triazol-3-yl)-3-fluorophenyl]-[4-(5-chloro-[1,3]oxazolo[4,5-b]pyridin-2-yl)piperazin-1-yl]methanone